ClC1=C(C=CC2=C1C(=NC(C=1N2C=C(C(N1)=O)C(=O)O)C)C1=C(C=CC=C1F)F)C(F)(F)F 8-chloro-7-(2,6-difluorophenyl)-5-methyl-3-oxo-9-(trifluoromethyl)5H-pyrimido[1,2-a][1,4]benzodiazepine-2-Formic acid